C1(=CC=CC=C1)C=1N=C(C2=CC=CC=C2C1)CC1=NC(=CC2=CC=CC=C12)C1=CC=CC=C1.[Pt+2] platinum (II) [bis(phenylisoquinolinyl)methane]